P1=NNCC1 3,2-diazaphospholine